5-amino-3-((2-cyclopropyl-6-fluorobenzo[d]thiazol-5-yl)ethynyl)-1H-pyrazole-4-carboxamide NC1=C(C(=NN1)C#CC=1C(=CC2=C(N=C(S2)C2CC2)C1)F)C(=O)N